C(C=C)(=O)N1CC(CC1)C=1C=C(N2C=NC=CC21)C2=CC=C(C(=O)NC1=NC=CC=C1F)C=C2 4-(5-(1-propenoylpyrrolidin-3-yl)pyrrolo[1,2-c]pyrimidin-7-yl)-N-(3-fluoropyridin-2-yl)benzamide